C1(=CC=CC=C1)NC=1SC=C(N1)C1=CC=C(C=C1)C N-phenyl-4-(p-tolyl)thiazol-2-amine